(3S)-3-Cyano-N-[4-(3-cyanophenyl)-5-(2,6-dimethyl-4-pyridyl)thiazol-2-yl]-3-methylpyrrolidin-1-carboxamid C(#N)[C@@]1(CN(CC1)C(=O)NC=1SC(=C(N1)C1=CC(=CC=C1)C#N)C1=CC(=NC(=C1)C)C)C